trans-(1-((3-(Aminomethyl)phenyl)sulfonyl)-5-phenylpiperidin-3-yl)(4-(methylsulfonyl)piperazin-1-yl)methanone 2,2,2-trifluoroacetate FC(C(=O)O)(F)F.NCC=1C=C(C=CC1)S(=O)(=O)N1C[C@H](C[C@@H](C1)C1=CC=CC=C1)C(=O)N1CCN(CC1)S(=O)(=O)C